N-methyl-2,2-difluoro-1,3-benzodioxol-5-carboxamido-2-Fluorobenzimidoyl bromide CN=C(C1=C(C(=CC=C1)NC(=O)C1=CC2=C(OC(O2)(F)F)C=C1)F)Br